3-(6-hexyl-4-phenylquinolin-2-yl)butyric acid C(CCCCC)C=1C=C2C(=CC(=NC2=CC1)C(CC(=O)O)C)C1=CC=CC=C1